C1(CC1)C1=CC(=NN1C)N 5-cyclopropyl-1-methyl-1H-pyrazol-3-amine